2,2-diethyl-1,3-dimethoxypropane C(C)C(COC)(COC)CC